5-monobenzyl glutarate C(CCCC(=O)OCC1=CC=CC=C1)(=O)[O-]